(R)-1-cyclobutyl-5-methylimidazolidin-2-one C1(CCC1)N1C(NC[C@H]1C)=O